C(C=C)(=O)N(C(C=C)=O)C=1N=NC(=C(C1)\C=C\[C@@H]1CC[C@H](CC1)C(F)(F)F)OC N-acryloyl-N-(6-methoxy-5-((E)-2-(trans-4-(trifluoromethyl)cyclohexyl)vinyl)pyridazin-3-yl)acrylamide